racemic-3-(3-chloro-4-fluorophenyl)-1-cyclopropyl-1-(1-(1-methoxyisoquinolin-4-yl)ethyl)urea ClC=1C=C(C=CC1F)NC(N([C@H](C)C1=CN=C(C2=CC=CC=C12)OC)C1CC1)=O |r|